Cl.C(C)C1=CC(=NN1C)CCC(=O)O 3-(5-ethyl-1-methyl-1H-pyrazol-3-yl)propanoic acid HCl salt